2-((10,11-dihydrobenzo[6,7]oxepino[3,2-b]pyridin-11-yl)methyl)-isoindoline-1,3-dione N1=C2C(=CC=C1)OC1=C(CC2CN2C(C3=CC=CC=C3C2=O)=O)C=CC=C1